(S)-tert-butyl 4-(2-azido-1-fluoroethyl)piperidine-1-carboxylate N(=[N+]=[N-])C[C@@H](F)C1CCN(CC1)C(=O)OC(C)(C)C